9-(2-naphthyl)anthracene C1=C(C=CC2=CC=CC=C12)C=1C2=CC=CC=C2C=C2C=CC=CC12